2-[5-Fluoro-2-(methoxymethoxy)phenyl]-2-[6-[4-(1-methyl-4-piperidyl)phenyl]-4-oxo-quinazolin-3-yl]acetic acid FC=1C=CC(=C(C1)C(C(=O)O)N1C=NC2=CC=C(C=C2C1=O)C1=CC=C(C=C1)C1CCN(CC1)C)OCOC